(2S,4r)-4-hydroxy-1-[(2S)-2-[4-(isoindolin-2-ylmethyl)triazol-1-yl]-3,3-dimethyl-butyryl]-N-methyl-pyrrolidine-2-carboxamide O[C@@H]1C[C@H](N(C1)C([C@H](C(C)(C)C)N1N=NC(=C1)CN1CC2=CC=CC=C2C1)=O)C(=O)NC